C(C)(C)[C@H]1CN=C2N1C1=CC=C(C=C1C(N2CC2=CN=C(S2)C)=O)S(=O)(=O)NC2(CC2)C (S)-1-isopropyl-N-(1-methylcyclopropyl)-4-((2-methylthiazol-5-yl)methyl)-5-oxo-1,2,4,5-tetrahydroimidazo[1,2-a]quinazoline-7-sulfonamide